FC=1C=C(C=NC1)S(=O)(=O)N[C@@H](C(F)(F)F)C1=CC=C(C=C1)F (R)-5-fluoro-N-(2,2,2-trifluoro-1-(4-fluorophenyl)ethyl)pyridine-3-sulfonamide